C1(C=CCC1)=O Cyclopentenon